C(=O)(OCC1C2=CC=CC=C2C2=CC=CC=C12)N[C@@H](CC(=O)O)CCC1=CC=CC=C1 (R)-3-(Fmoc-amino)-5-phenyl-pentanoic acid